N=1C=NN2C1C=CC(=C2)C2=CNC=1N=C(N=C(C12)OC)NC1CCC(CC1)C(=O)N1CCCC1 ((1s,4s)-4-((5-([1,2,4]triazolo[1,5-a]pyridin-6-yl)-4-methoxy-7H-pyrrolo[2,3-d]pyrimidin-2-yl)amino)cyclohexyl)(pyrrolidin-1-yl)methanone